C(#N)N1C[C@@H](CC1)NC(C1=C(C=C(C=C1)N1CCCC1)F)=O (R)-N-(1-cyanopyrrolidin-3-yl)-2-fluoro-4-(pyrrolidin-1-yl)benzamide